C(C)(C)(C)N1N=C(C=C1)C(=O)NCC1=CC=C(C=C1)C=1C=2N(C=C(N1)N1CCOCC1)N=CC2 1-(tert-butyl)-N-(4-(6-morpholinopyrazolo[1,5-a]pyrazin-4-yl)benzyl)-1H-pyrazole-3-carboxamide